C1(=CC=CC=C1)C1C=2N(CCC1)N=C(N2)C(=O)N[C@@H]2C(N(C=1N(CC2)N=C(C1)C)C)=O 8-Phenyl-N-[(6S)-2,4-dimethyl-5-oxo-7,8-dihydro-6H-pyrazolo[1,5-a][1,3]diazepin-6-yl]-5,6,7,8-tetrahydro-[1,2,4]triazolo[1,5-a]pyridin-2-carboxamid